BrCC1=CC(=C2CCN(C(C2=C1)=O)[C@H](C1=NC=CC(=C1)C)C1CC1)C=1C(=NC=CC1)C(F)(F)F (S)-7-(bromomethyl)-2-(cyclopropyl(4-methylpyridin-2-yl)methyl)-5-(2-(trifluoromethyl)pyridin-3-yl)-3,4-dihydroisoquinolin-1(2H)-one